FC(CN1C=CC2=C(C=CC=C12)C1=C(C=C2NC(C=3N(C2=C1C(F)F)C(=NN3)C)(C)C)F)F 8-[1-(2,2-Difluoro-ethyl)-1H-indol-4-yl]-9-(difluoro-methyl)-7-fluoro-1,4,4-trimethyl-5H-[1,2,4]triazolo[4,3-a]quinoxaline